NCC1=NNC(C2=CC=C(C=C12)C1=C(N(N=C1)C)C1=C(C#N)C(=CC(=C1F)Cl)OC1CC1)=O [4-[4-(aminomethyl)-1-oxo-2H-phthalazin-6-yl]-2-methyl-pyrazol-3-yl]-4-chloro-6-(cyclopropoxy)-3-fluoro-benzonitrile